C(C)(C)C1=C(C=CC=C1)NC1=NC=CC(=C1)C#CC1=CN=C2N1N=C(C=C2)C2=CC=C(C=C2)C(=O)N2CCOCC2 (4-(3-((2-(2-isopropylphenylamino)pyridin-4-yl)ethynyl)imidazo[1,2-b]pyridazin-6-yl)phenyl)(morpholino)methanone